N1=NC(NC1=O)=O 1,2,4-triazolin-3,5-dione